n-tetradecyl-dimethyl-benzyl-ammonium chloride [Cl-].C(CCCCCCCCCCCCC)[N+](CC1=CC=CC=C1)(C)C